FC=1C=C(C=CC1)C1=NN2C(CN(CC2)C(=O)OC(C)(C)C)=C1C1=CC=NC=C1 tert-butyl 2-(3-fluorophenyl)-3-(pyridin-4-yl)-6,7-dihydropyrazolo[1,5-a]pyrazine-5(4H)-carboxylate